C(C)(C)(C)N1C(C2=CC=C(C=C2C1)NC1=CC=C(C=C1)N1CCC(CC1)C(F)(F)F)=O 2-(tert-butyl)-5-((4-(4-(trifluoromethyl)piperidin-1-yl)phenyl)amino)isoindolin-1-one